nitrosulfanOne [N+](=O)([O-])S=O